[Cl-].CC1=C(C(=CC(=C1)C)C)N1C=[N+](CC1)C1=C(C=C(C=C1C)C)C 1,3-bis(2,4,6-trimethylphenyl)-4,5-dihydro-1H-imidazolium chloride